1-tert-butoxycarbonyl-3,5-dimethyl-pyrrolidine-3-carboxylic acid C(C)(C)(C)OC(=O)N1CC(CC1C)(C(=O)O)C